CN1CCN(CC1)C=1C=C(C=C(C1)NC1=NC=NC(=C1)N1OCC[C@@H]1C1=CC(=CC=C1)OC1=CC=CC=C1)NC(C=C)=O (R)-N-(3-(4-methylpiperazin-1-yl)-5-((6-(3-(3-phenoxyphenyl)isoxazolidin-2-yl)pyrimidin-4-yl)amino)phenyl)acrylamide